N,N-dimethyl-3-[2-oxo-3-[(1S)-1-phenylethyl]-1H-imidazo[4,5-b]pyrazin-5-yl]benzamide CN(C(C1=CC(=CC=C1)C=1N=C2C(=NC1)NC(N2[C@@H](C)C2=CC=CC=C2)=O)=O)C